C(C)(C)(C)OC(=O)N1C(CC(CC1)OC1=NC(=NC(=C1)O[C@@H](C)[C@H]1N(C[C@@H](C1)F)C)C(N)=NCO)CC#N 2-(cyanomethyl)-4-({6-[(1S)-1-[(2S,4r)-4-fluoro-1-methylpyrrolidin-2-yl]ethoxy]-2-(N'-hydroxymethylcarbamimidoyl)pyrimidin-4-yl}oxy)piperidine-1-carboxylic acid tert-butyl ester